C(C)(C)(C)C1=C(C(=CC(=C1)CN(C)C)C(C)(C)C)O 2,6-di-tert-butyl-4-(dimethylamino)methylphenol